CC1C(C(O1)C)N dimethyloxetan-3-amine